diethyl ((methylsulfonyl)methyl)phosphonate CS(=O)(=O)CP(OCC)(OCC)=O